N-(3-(((2-(4-Aminopiperidin-1-yl)-8-isopropylpyrazolo[1,5-a][1,3,5]triazin-4-yl)amino)methyl)Phenyl)-2-fluoroacrylamide NC1CCN(CC1)C1=NC=2N(C(=N1)NCC=1C=C(C=CC1)NC(C(=C)F)=O)N=CC2C(C)C